[Si](C)(C)(C(C)(C)C)OCCC(C)(C)C1=C(C=C(C=C1C)CC(=O)O)OP(=O)(OC(C)(C)C)OC(C)(C)C 2-(4-(4-((tert-butyldimethylsilyl)oxy)-2-methylbutan-2-yl)-3-((di-tert-butoxyphosphoryl)oxy)-5-methylphenyl)acetic acid